1-(4-(4-fluorophenyl)-3,4-dihydroquinoxalin-1(2H)-yl)-3-(pyrrolidin-1-yl)propan-1-one FC1=CC=C(C=C1)N1CCN(C2=CC=CC=C12)C(CCN1CCCC1)=O